FC=1C(=C(C=C(C1)C=1C=C2C(=NC1)NC(N2C2COC2)=O)NS(=O)(=O)CCC)OC N-(3-fluoro-2-methoxy-5-(1-(oxetan-3-yl)-2-oxo-2,3-dihydro-1H-imidazo[4,5-b]pyridin-6-yl)phenyl)propane-1-sulfonamide